CN1C[C@@H](CCC1)NC1=C2C(=C(N=N1)C1=C(C=C(C=C1)C(F)(F)F)O)C=NC=C2 (R)-2-(1-((1-methylpiperidin-3-yl)amino)pyrido[3,4-d]pyridazin-4-yl)-5-(trifluoromethyl)phenol